CN1N=C2C=CC=C(C2=C1)C1=NN(C2=C(C=CC=C12)C)C=1C=CC(=NC1)N1CC2C(C2C1)NC(C)=O N-[3-(5-{2',7-dimethyl-1H,2'H-[3,4'-biindazol]-1-yl}pyridin-2-yl)-3-azabicyclo[3.1.0]hexan-6-yl]acetamide